FC(C)(F)C1=NN(C=C1C)CC1C(C12CC2)(F)F 3-(1,1-difluoroethyl)-1-((2,2-difluorospiro[2.2]pentan-1-yl)methyl)-4-methyl-1H-pyrazole